C(C)N1[C@@H]2CN([C@H](C1)C2)C2CCN(CC2)C2=C(C=C(C(=C2)OC)NC2=NC=NC(=C2)N2OCC[C@@H]2C2=CC=CC=C2)NC(C=C)=O N-(2-(4-((1S,4S)-5-ethyl-2,5-diazabicyclo[2.2.1]heptane-2-yl)piperidine-1-yl)-4-methoxy-5-((6-((R)-3-phenylisoxazolidine-2-yl)pyrimidine-4-yl)amino)phenyl)acrylamide